C(C)C=1C=C(C=CC1O)SC1=CC(=C(C=C1)O)CC bis(3-ethyl-4-hydroxyphenyl)sulfide